C1(NCCC2=CC=CC=C12)CC(=O)O 2-(1,2,3,4-tetrahydroisoquinolin-1-yl)acetic acid